[Br-].[N+](=O)([O-])C1=CC=C(C=C1)C(C)=O 1-(4-nitrophenyl)ethan-1-one bromide salt